OCC=1N=CSC1C1=CC=C(C=C1)[C@H](C)NC(OC(C)(C)C)=O tert-butyl (S)-(1-(4-(4-(hydroxymethyl)thiazol-5-yl)phenyl)ethyl)carbamate